Pyrrolo[2,3-e]Pyridine-1-carboxylate N1(C=CC2=C1C=CC=N2)C(=O)[O-]